2-ethylpiperidine-2-carboxylic acid methyl ester COC(=O)C1(NCCCC1)CC